BrCC(C(=O)OC)(C)C methyl 3-bromo-2,2-dimethylpropanoate